FC1=CC(=C(C=C1)C1[C@H](OC(C1C)(C(F)(F)F)C)C(=O)NC1=CC(=NC=C1)C(=O)N)OC (S)-4-[[3-(4-fluoro-2-methoxy-phenyl)-4,5-dimethyl-5-(trifluoromethyl)tetrahydrofuran-2-carbonyl]amino]pyridine-2-carboxamide